C[C@H](CCC)N1N=CC(=C1)C=1C=2N(C=C(N1)C=1C=NN(C1)C[C@H](CO)O)N=CC2 (R)-3-(4-(4-(1-((R)-pent-2-yl)-1H-pyrazol-4-yl)pyrazolo[1,5-a]pyrazin-6-yl)-1H-pyrazol-1-yl)propane-1,2-diol